p-ethyl-fluorobenzene C(C)C1=CC=C(C=C1)F